1-(3-(7-fluoro-3-(4-(trifluoromethyl)phenyl)-1H-indazol-1-yl)pyrrolidin-1-yl)prop-2-en-1-one FC=1C=CC=C2C(=NN(C12)C1CN(CC1)C(C=C)=O)C1=CC=C(C=C1)C(F)(F)F